3-phenyl-2H-1,2,4-triazole C1(=CC=CC=C1)C=1NN=CN1